IC=1C=NN2C1C=C(C=C2)C(=O)OC methyl 3-iodopyrazolo[1,5-a]pyridine-5-carboxylate